FC=1C=C(C=CC1F)[C@H]1[C@@H](CN(C1)CCOC)NC(=O)NC=1C(=NN(C1C1=CC=CC=C1)CC)C 1-((3S,4R)-4-(3,4-difluorophenyl)-1-(2-methoxyethyl)pyrrolidin-3-yl)-3-(1-ethyl-3-methyl-5-phenyl-1H-pyrazol-4-yl)urea